O1CC(CC1)CCO 2-(tetrahydrofuran-3-yl)ethanol